B(O)(OC1=C(C(=C(C(=C1F)F)F)F)F)OC1=C(C(=C(C(=C1F)F)F)F)F Hydrogen bis(2,3,4,5,6-pentafluorophenyl) borate